[N+](=O)([O-])C=1C(=NC(=CC1)N1CC(NCCC1)=O)NC1=CC=C(CN2CCN(CC2)C(=O)OC(C)(C)C)C=C1 tert-Butyl 4-(4-((3-nitro-6-(3-oxo-1,4-diazepan-1-yl)pyridin-2-yl)amino)benzyl)piperazine-1-carboxylate